FC1=CC=C2C(=N1)C(=C(N2)C2=CC(=NC=C2)NC([C@H](C)C2=CC=C(C=C2)F)=O)C2=NC=C(C=C2)F (2R)-N-{4-[5-fluoro-3-(5-fluoropyridin-2-yl)-1H-pyrrolo[3,2-b]pyridin-2-yl]pyridin-2-yl}-2-(4-fluorophenyl)propanamide